CC=1C=C(OCC2=NOC(=C2)C(F)(F)F)C=C(C1)C 3-((3,5-dimethylphenoxy)methyl)-5-(trifluoromethyl)isoxazole